ClC=1C=C(C=NC1)B(O)O 5-chloro-3-pyridineboronic acid